2-Amino-4-(butylamino)-6-(4-((cyclopropylamino)methyl)benzyl)pyridin NC1=NC(=CC(=C1)NCCCC)CC1=CC=C(C=C1)CNC1CC1